3,5-dipropenyl-2,6-di-tert-butyl-4-methylphenol C(=CC)C=1C(=C(C(=C(C1C)C=CC)C(C)(C)C)O)C(C)(C)C